C(C)OC1=NC=CC=C1C1=CC(=C2C(=N1)C(=NN2C(C)C)C)NCC=2C=NC=C(C2)OC 5-(2-ethoxy-3-pyridinyl)-1-isopropyl-N-[(5-methoxy-3-pyridinyl)methyl]-3-methyl-pyrazolo[4,3-b]pyridin-7-amine